6-[6-fluoro-8-(methylamino)-4-[cis-1-methyl-2,3,3a,4,6,6a-hexahydropyrrolo[2,3-c]pyrrol-5-yl]-9H-pyrido[2,3-b]indol-3-yl]-1-(methylamino)-4-oxo-1,8-naphthyridine-3-carboxylic acid FC=1C=C2C3=C(NC2=C(C1)NC)N=CC(=C3N3C[C@@H]1[C@H](C3)CCN1C)C=1C=C3C(C(=CN(C3=NC1)NC)C(=O)O)=O